5-methoxy-2-(4-pyridyl)pyrido[3,4-d]Pyrimidine-4-ol COC1=CN=CC=2N=C(N=C(C21)O)C2=CC=NC=C2